N,N'-Difurfuryl-1,2-ethandi-amin C(C1=CC=CO1)NCCNCC1=CC=CO1